(1S,4s)-4-(2-fluoro-5-(((1R,2R,3S,4S)-3-((4-fluoro-3-(pentafluoro-λ6-sulfaneyl)phenyl)carbamoyl)bicyclo[2.2.1]hept-5-en-2-yl)carbamoyl)-4-methoxyphenoxy)cyclohexane-1-carboxylic Acid FC1=C(OC2CCC(CC2)C(=O)O)C=C(C(=C1)OC)C(N[C@@H]1[C@H]2C=C[C@@H]([C@@H]1C(NC1=CC(=C(C=C1)F)S(F)(F)(F)(F)F)=O)C2)=O